FC=1C=C(C=C2CC(CC12)C=O)OCC(C)NC([O-])=O [1-[(7-fluoro-2-formyl-2,3-dihydro-1H-inden-5-yl)oxy]propan-2-yl]carbamate